FC1=C(CCN2[C@H]([C@H]([C@@H]([C@H](C2)O)O)O)CO)C=CC=C1F (2S,3R,4R,5S)-1-(2,3-difluorophenethyl)-2-(hydroxymethyl)piperidine-3,4,5-triol